N(N=C1SC2=C(N1CC)C=CC=C2)=C2SC1=C(N2CC)C=CC=C1 2,2'-azinodi(3-ethylbenzthiazolidine)